2-amino-4-(butylamino)-6-((5-(hydroxymethyl)pyridin-2-yl)methyl)pyrido[4,3-d]pyrimidine NC=1N=C(C2=C(N1)C=CN(C2)CC2=NC=C(C=C2)CO)NCCCC